C1(CC1)C=1C=NC(=NC1)N1C[C@H]([C@@H](CC1)N1C([C@@H](CC1)OC[C@H](CC)NC1=C(C(NN=C1)=O)C(F)(F)F)=O)O 5-(((S)-1-(((R)-1-((3R,4R)-1-(5-cyclopropylpyrimidin-2-yl)-3-hydroxypiperidin-4-yl)-2-oxopyrrolidin-3-yl)oxy)butan-2-yl)amino)-4-(trifluoromethyl)pyridazin-3(2H)-one